(5-ethoxypyridin-3-yl)naphthalene-1-carbaldehyde C(C)OC=1C=C(C=NC1)C1=C(C2=CC=CC=C2C=C1)C=O